C[C@H]1CC(CCCCCCCCCCCC1)=O (-)-(R)-3-methyl-cyclopentadecanone